C(C)(C)C12C(C(C(C=C1)(CC2)C)C(=O)O)C(=O)O 1-isopropyl-4-methyl-bicyclo[2.2.2]oct-5-ene-2,3-dicarboxylic acid